((1s,2r)-2-fluorocyclopropyl)(3-(2-(morpholin-2-yl)-3H-imidazo[4,5-b]pyridin-7-yl)-3,8-diazabicyclo[3.2.1]oct-8-yl)methanone F[C@H]1[C@@H](C1)C(=O)N1C2CN(CC1CC2)C2=C1C(=NC=C2)NC(=N1)C1CNCCO1